tert-butyl (3R)-5,5-difluoro-1-(4-(4-fluorophenyl)-2-hydroxycyclopentyl)piperidin-3-ylcarbamate FC1(C[C@H](CN(C1)C1C(CC(C1)C1=CC=C(C=C1)F)O)NC(OC(C)(C)C)=O)F